C(C)(=O)O[C@@H]1CN(CC1)C1=CC(=C(C=C1)N1C(=NC=2C1=NC=CC2N2C[C@@H](CCC2)N)C2=CC(=C(C=C2)C#N)F)F (S)-1-(4-(7-((R)-3-aminopiperidine-1-yl)-2-(4-cyano-3-fluorophenyl)-3H-imidazo[4,5-b]pyridine-3-yl)-3-fluorophenyl)pyrrolidine-3-yl acetate